OC(CN1N=CC=C1)(CO)C 1-(2,3-dihydroxy-2-methylpropyl)-1H-pyrazol